O1CC(C1)OC1=CC=C(C=C1)C=1N(C(C(=CN1)NCCCC1=CC=CC=C1)=O)CC(=O)OC(C)(C)C tert-butyl 2-(2-(4-(oxetan-3-yloxy)phenyl)-6-oxo-5-((3-phenylpropyl)amino)pyrimidin-1(6H)-yl)acetate